OCC1=CC=C(C=N1)N1CCN(CC1)C(=O)[O-] 4-(6-(Hydroxymethyl)pyridin-3-yl)piperazine-1-carboxylate